C1(=C(C(=CC(=C1)C)C)S(=O)(=O)NC(CSC1=NC2=CC=CC=C2C(N1)=O)=O)C N-(Mesitylsulfonyl)-2-((4-oxo-3,4-dihydroquinazolin-2-yl)thio)acetamide